BrC=1N=C2C=CC=NC2=CC1OC 6-bromo-7-methoxy-1,5-naphthyridine